CN1C(N(C=2C1=NC=C(C2)C=2SC(=CC2)C(F)(F)F)CC2=NOC(=C2)C)=O 3-methyl-1-[(5-methylisoxazol-3-yl)methyl]-6-[5-(trifluoromethyl)-2-thienyl]imidazo[4,5-b]pyridin-2-one